CC=1C=C(C[N+]2=NOC(=C2)[N-]C(NC2=CC(=CC=C2)C(F)(F)F)=O)C=CC1B1OC(C(O1)(C)C)(C)C (3-(3-methyl-4-(4,4,5,5-tetramethyl-1,3,2-dioxaborolan-2-yl)benzyl)-1,2,3-oxadiazol-3-ium-5-yl)((3-(trifluoromethyl)phenyl)carbamoyl)amide